N2-[1,1-bi(cyclopropyl)-1-yl]-6-cyclopropyl-7-(4-methoxyphenyl)-3,4-dihydropyrrolo[1,2-a]pyrazine-2,8(1H)-dicarboxamide C1(CC1)(C1CC1)NC(=O)N1CC=2N(CC1)C(=C(C2C(=O)N)C2=CC=C(C=C2)OC)C2CC2